C(C)(C)(C)N(C(O)=O)C=1C=C(C=C2C=CC(=NC12)C=O)F.CNS(=O)(=O)C1=CC(=C(C=C1)N[C@H](C)C1=CC=C(C=C1)C(F)(F)F)C=1N=CN(C1)C N-methyl-3-(1-methylimidazol-4-yl)-4-[[(1R)-1-[4-(trifluoromethyl)phenyl]ethyl]amino]benzenesulfonamide tert-butyl-(6-fluoro-2-formylquinolin-8-yl)carbamate